P(=O)(OC1=CC=2CC[C@H]3[C@@H]4CC[C@]([C@@]4(C)CC[C@@H]3C2C=C1N1CCN(CC1)C([C@H]1N(CCC1)C(=O)C1=NC2=CC=CC=C2C=C1)=O)(O)C#C)(O)O (17β)-17-ethynyl-17-hydroxy-2-{4-[1-(quinolin-2-ylcarbonyl)-L-prolyl]piperazin-1-yl}estra-1,3,5(10)-trien-3-yl dihydrogen phosphate